ClC1=C(OCC(=O)OC(C)C)C=C(C(=C1)Cl)Cl 2,4,5-Trichlorophenoxyacetic acid, isopropyl ester